C(#C)C=1C(=CC=C2C=CC=C(C12)C1=C(C=2N=C(N=C(C2C=N1)N1CCOCCC1)OC[C@]12CCCN2C[C@@H](C1)F)F)F 4-(7-(8-ethynyl-7-fluoronaphthalen-1-yl)-8-fluoro-2-(((2R,7aS)-2-fluorotetrahydro-1H-pyrrolizin-7a(5H)-yl)methoxy)pyrido[4,3-d]pyrimidin-4-yl)-1,4-oxazepane